1,23-dioxo-1-(4-(3-p-toluenesulfonyl-2-(p-toluenesulfonylmethyl)propionyl)phenyl)-5,8,11,14,17,20-hexaoxa-2,24-diazaoctacosane-28-oic acid O=C(NCCOCCOCCOCCOCCOCCOCCC(NCCCC(=O)O)=O)C1=CC=C(C=C1)C(C(CS(=O)(=O)C1=CC=C(C)C=C1)CS(=O)(=O)C1=CC=C(C)C=C1)=O